4-methyl-N-((S)-1-(((S)-4-methyl-1-((R)-2-methyloxiran-2-yl)-1-oxopentan-2-yl)amino)-1-oxo-3-phenylpropan-2-yl)-2-((S)-2-(2-(N-morpholinyl)acetamido)-4-phenylbutanamido)pentanamide CC(CC(C(=O)N[C@H](C(=O)N[C@H](C(=O)[C@@]1(OC1)C)CC(C)C)CC1=CC=CC=C1)NC([C@H](CCC1=CC=CC=C1)NC(CN1CCOCC1)=O)=O)C